C(C)OC1=C(C(=O)NC2=C3C(N(CC3=CC=C2)[C@@H](CO)C(C)C)=O)C=CC=C1 (R)-2-ethoxy-N-(2-(1-hydroxy-3-methylbutan-2-yl)-3-oxoisoindolin-4-yl)benzamide